2-(4-(2-((8-(difluoromethoxy)-[1,2,4]triazolo[1,5-a]pyridin-2-yl)amino)-2-oxoethyl)-2-fluorophenoxy)nicotinamide FC(OC=1C=2N(C=CC1)N=C(N2)NC(CC2=CC(=C(OC1=C(C(=O)N)C=CC=N1)C=C2)F)=O)F